CC1=C(C(=CC=C1)C)C1=CC(OC2=CC=CC=C12)=O 4-(2,6-dimethylphenyl)-2-oxo-2H-chromen